FC1OC(OC1)=O 4-Fluoro-1,3-Dioxolan-2-one